N-[(9H-fluorene-9-ylmethoxy)carbonyl]-L-valine C1=CC=CC=2C3=CC=CC=C3C(C12)COC(=O)N[C@@H](C(C)C)C(=O)O